6-(4-((2-(dimethylamino)ethyl)-(methyl)amino)-2-methoxy-5-nitrophenylamino)nicotinonitrile CN(CCN(C1=CC(=C(C=C1[N+](=O)[O-])NC1=NC=C(C#N)C=C1)OC)C)C